NC=1C=C2C(=NC=NC2=CC1C)NCCN1CCC(CC1)N1C2=NC(=NC=C2N(C1=O)C)Cl 9-(1-(2-((6-Amino-7-methylquinazolin-4-yl)amino)ethyl)piperidin-4-yl)-2-chloro-7-methyl-7,9-Dihydro-8H-purin-8-one